1-methoxyethylamino-4-aminobenzene COC(C)NC1=CC=C(C=C1)N